N-((2-fluorophenyl)sulfonyl)-6-(propionamidomethyl)benzofuran-2-carboxamide FC1=C(C=CC=C1)S(=O)(=O)NC(=O)C=1OC2=C(C1)C=CC(=C2)CNC(CC)=O